O[C@@H](C(=O)[O-])[C@H]([C@H]([C@@H](C(=O)[O-])O)O)O.N1C=C(C2=CC=CC=C12)CC[NH3+].N1C=C(C2=CC=CC=C12)CC[NH3+] Bis(2-(1H-indol-3-yl)ethan-1-aminium) (2R,3S,4R,5S)-2,3,4,5-tetrahydroxyhexanedioate